lauryl-L-carnitine C(CCCCCCCCCCC)[C@](O)(C[N+](C)(C)C)CC([O-])=O